CN(CCN1N=C(C(=C1)NC1=NC=C(C(=N1)NCCCN1CCOCCC1=O)C(F)(F)F)C)C 4-(3-((2-((1-(2-(dimethylamino)ethyl)-3-methyl-1H-pyrazol-4-yl)amino)-5-(trifluoromethyl)pyrimidin-4-yl)amino)propyl)-1,4-oxazepan-5-one